N[C@@H](C(=O)O)CNC(C1=CC(=CC(=C1)F)C1=CN=NN1CC)=O (R)-2-amino-3-(3-(1-ethyl-1H-1,2,3-triazol-5-yl)-5-fluorobenzamido)propanoic acid